FC=1C=C(C(=NC1)OCCN(C(OC(C)(C)C)=O)C)[C@@H]1N(C[C@H](C1)F)C1=NC=2N(C=C1)N=CC2N tert-butyl (2-((5-fluoro-3-((2R,4S)-4-fluoro-1-(3-aminopyrazolo[1,5-a]pyrimidin-5-yl)pyrrolidin-2-yl)pyridin-2-yl)oxy)ethyl)(methyl)carbamate